C1=CC(=CC=2NOCC3=C(C21)C=CC(=C3)N)N 5,7-dihydrodibenzo[c,e]oxazepine-3,9-diamine